BrC1=C(C#N)C=CC(=C1F)OCCC(F)F 2-bromo-4-(3,3-difluoropropoxy)-3-fluorobenzonitrile